ClC=1C(=NC=CC1SC=1C=CC=2C(=NC=C(N2)N2CCC3([C@@H]([C@@H](OC3)C)N)CC2)N1)NC1CC1 (3S,4S)-8-(6-((3-chloro-2-(cyclopropylamino)pyridin-4-yl)thio)pyrido[2,3-b]pyrazin-2-yl)-3-methyl-2-oxa-8-azaspiro[4.5]decan-4-amine